C(C)(=O)OCC(CN=[N+]=[N-])OC(C)=O 3-azidopropane-1,2-diyl diacetate